C(C)(=O)N[C@@H]1[C@H]([C@H]([C@H](N(C1)C(CCCCC(=O)OCC1=CC=CC=C1)=O)CCC)O)O benzyl 6-[(2R,3S,4R,5S)-5-acetamido-3,4-dihydroxy-2-propyl-1-piperidyl]-6-oxo-hexanoate